CN(C(=O)C1(CN(CC1)C(=O)OC(C)(C)C)CF)C tert-butyl 3-(dimethylcarbamoyl)-3-(fluoromethyl)pyrrolidine-1-carboxylate